C(C)N1C=NC=C1CN1C(=NC2=C1C=C(S2)C(=O)OC)CC2CC=C(CC2)C2=NC=C(C(=N2)OCOC)F Methyl 1-((1-ethyl-1H-imidazol-5-yl)methyl)-2-((4-(5-fluoro-4-(methoxymethoxy)pyrimidin-2-yl)cyclohex-3-en-1-yl)methyl)-1H-thieno[2,3-d]imidazole-5-carboxylate